CC=1C(=NC=CN1)C1=CC=C(C[N+]2=NOC(=C2)[N-]C(NC2=CC(=CC=C2)C(F)(F)F)=O)C=C1 (3-(4-(3-methylpyrazin-2-yl)benzyl)-1,2,3-oxadiazol-3-ium-5-yl)((3-(trifluoromethyl)phenyl)carbamoyl)amide